N=1CN=C2C1C=CC(=C2)C(=O)N2CCC(CC2)CN2N=C(C=CC2=O)N2N=CC=C2 2-((1-(2H-benzo[d]imidazole-5-carbonyl)piperidin-4-yl)methyl)-6-(1H-pyrazol-1-yl)pyridazin-3(2H)-one